3-(1,1-Difluoroethyl)-4-methyl-N-(2-(S-methylsulfonimidoyl)pyridin-4-yl)-1-(((cis)-3-(trifluoromethyl)cyclobutyl)methyl)-1H-pyrazole-5-carboxamide FC(C)(F)C1=NN(C(=C1C)C(=O)NC1=CC(=NC=C1)S(=O)(=N)C)C[C@@H]1C[C@@H](C1)C(F)(F)F